vinyl-1,4-dimethyl-3,6-dioxaheptyl ether C(=C)C(COC(COC)C)(C)OC(COC(COC)C)(C=C)C